BrC=1C=C(N(N1)C1=NC=CC=C1Cl)C(=O)NC=1C(=C2C=CC=NC2=CC1C(=O)N)C 6-[[5-bromo-2-(3-chloro-2-pyridyl)pyrazole-3-carbonyl]amino]-5-methylquinoline-7-carboxamide